BrCC=1C(=C(C(=C(C1C1=CC=CC=C1)CBr)C1=CC=CC=C1)O)C1=CC=CC=C1 3,5-bis(bromomethyl)-2,4,6-triphenylphenol